(2S,4R)-1-(2-(3-acetyl-5-(2-methylpyrazolo[1,5-a]pyrimidin-6-yl)-1H-indazol-1-yl)acetyl)-4-fluoro-N-(6-(trifluoromethyl)pyrazin-2-yl)pyrrolidine-2-carboxamide C(C)(=O)C1=NN(C2=CC=C(C=C12)C=1C=NC=2N(C1)N=C(C2)C)CC(=O)N2[C@@H](C[C@H](C2)F)C(=O)NC2=NC(=CN=C2)C(F)(F)F